(1R,2S,5S)-3-(diphenylcarbamoyl)-8-(isoindoline-2-carbonyl)-3,8-diazabicyclo[3.2.1]octane-2-carboxylic acid C1(=CC=CC=C1)N(C(=O)N1[C@@H]([C@H]2CC[C@@H](C1)N2C(=O)N2CC1=CC=CC=C1C2)C(=O)O)C2=CC=CC=C2